C(C1=CC=CC=C1)N1CCCC1=O benzyl-pyrrolidin-5-one